NC=1C(NC(N(N1)C1=CC(=C(C(=C1)Cl)OC1=NNC(C(=C1)C1C=2C=CC=CC2C1)=O)Cl)=O)=O 6-amino-2-(4-((5-(bicyclo[4.2.0]octa-1(6),2,4-trien-7-yl)-6-oxo-1,6-dihydropyridazin-3-yl)oxy)-3,5-dichlorophenyl)-1,2,4-triazine-3,5(2H,4H)-dione